4-(5-methoxy-6-methyl-1H-indol-3-yl)pyrimidin-2-amine COC=1C=C2C(=CNC2=CC1C)C1=NC(=NC=C1)N